CC1(CN2C(OC1)=C(C=N2)S(=O)(N)=NC(NC2=C1C(=CC=3CCCC23)CC1C)=O)C 6,6-dimethyl-N'-((2-methyl-2,4,5,6-tetrahydro-1H-cyclobuta[f]inden-3-yl)carbamoyl)-6,7-dihydro-5H-pyrazolo[5,1-b][1,3]oxazine-3-sulfonimidamide